2-(4-(7-(3,4-dihydroquinolin-1(2H)-yl)-2-(3-(dimethylamino)pyrrolidin-1-yl)-5,6,7,8-tetrahydroquinazolin-4-yl)-1-(4-morpholinobut-2-enoyl)piperazin-2-yl)acetonitrile N1(CCCC2=CC=CC=C12)C1CCC=2C(=NC(=NC2C1)N1CC(CC1)N(C)C)N1CC(N(CC1)C(C=CCN1CCOCC1)=O)CC#N